7-methoxy-1-{[(2s,4r)-4-methyl-5-oxopyrrolidin-2-yl]methoxy}isoquinoline-6-carboxamide COC1=C(C=C2C=CN=C(C2=C1)OC[C@H]1NC([C@@H](C1)C)=O)C(=O)N